C(C)N(S(=O)(=O)C1=CC=C(C=C1)N)CC N,N-diethyl-4-aminobenzenesulfonamide